6-(piperazin-1-yl)pyridine-3-carboxamide N1(CCNCC1)C1=CC=C(C=N1)C(=O)N